3-[3-(4-piperidyl)anilino]piperidine-2,6-dione HCl salt Cl.N1CCC(CC1)C=1C=C(NC2C(NC(CC2)=O)=O)C=CC1